ClC=1C=C(C=C(C1)F)N1N=C(C2=C1CC(C2O)(F)F)C(F)(F)F 1-(3-chloro-5-fluorophenyl)-5,5-difluoro-3-(trifluoromethyl)-1,4,5,6-tetrahydrocyclopenta[c]pyrazol-4-ol